2-hydroxy-4-[2-fluoro-3-(2,5-difluorophenyl)benzyloxy]Benzaldehyde OC1=C(C=O)C=CC(=C1)OCC1=C(C(=CC=C1)C1=C(C=CC(=C1)F)F)F